C(C)(C)(C)OC(=O)NCC#CC1=CC=C(C=C1)NC(C(=O)O)=O 2-((4-(3-((tert-butoxycarbonyl)amino)prop-1-yn-1-yl)phenyl)amino)-2-oxoacetic acid